FC1=C(C=2N(C=C1)N=CN2)CCC[C@H]2C[C@@H]1N(CCN(C1)C(=O)OC(C)(C)C)C2=O tert-butyl (7S,8aS)-7-(3-[7-fluoro-[1,2,4]triazolo[1,5-a]pyridin-8-yl]propyl)-6-oxo-hexahydropyrrolo[1,2-a]pyrazine-2-carboxylate